(S)-N-(5-(2-amino-[1,2,4]triazolo[1,5-a]pyridin-6-yl)-2-methylpyridin-3-yl)-3-phenylisoxazolidine NC1=NN2C(C=CC(=C2)C=2C=C(C(=NC2)C)N2OCC[C@H]2C2=CC=CC=C2)=N1